CN(P(N(C)C)(N(C)C)=O)C N,N,N',N',N'',N''-hexamethylphosphoric triamide